COC1=CC=C(C=C1)C=CC(C)=O 4-(4-methoxyphenyl)-3-buten-2-one